O=C1NC(CCC1N1CC2=CC=C(C=C2C1)OCCCCOC1CC2(CN(C2)C(=O)C2CC(C2)OC2=NC=C(C=C2)C=2C=CC=3C4=C(N(C3C2)C)C=CN=C4)C1)=O 2-(2,6-dioxopiperidin-3-yl)-5-(4-((2-((1s,3s)-3-((5-(5-methyl-5H-pyrido[4,3-b]indol-7-yl)pyridin-2-yl)oxy)cyclobutane-1-carbonyl)-2-azaspiro[3.3]heptan-6-yl)oxy)butoxy)isoindoline